N-(2-bromo-6-chlorophenyl)-2-[4-[(R)-3-pyrrolidinyloxy]-3-toluidino]-4-methoxy-5-pyrimidinecarboxamide BrC1=C(C(=CC=C1)Cl)NC(=O)C=1C(=NC(=NC1)NC=1C=C(C=CC1O[C@H]1CNCC1)C)OC